O1CCC(=CC1)C=1C(=C(C=NC1C)C(=O)NC1=CC(=C(C=C1)OC1=CC=NC2=CC(=C(N=C12)OC)OC)F)O 5-(3,6-dihydro-2H-pyran-4-yl)-N-[4-[(6,7-dimethoxy-1,5-naphthyridin-4-yl)oxy]-3-fluorophenyl]-4-hydroxy-6-methylpyridine-3-carboxamide